(5-tert-butyl-4-chloro-1,3-thiazol-2-yl)-3-(cyanoamino)-1-methoxycyclobutane-1-carboxamide C(C)(C)(C)C1=C(N=C(S1)C1C(CC1NC#N)(C(=O)N)OC)Cl